(3-Aminopropyl)triethoxysilane diethyl-{1,1-difluoro-2-[(2R,3R,4S,5S,6S)-3,4,5-tris(benzyloxy)-6-methoxyoxan-2-yl]ethyl}phosphonate C(C)OP(OCC)(=O)C(C[C@H]1O[C@@H]([C@H]([C@H]([C@@H]1OCC1=CC=CC=C1)OCC1=CC=CC=C1)OCC1=CC=CC=C1)OC)(F)F.NCCC[Si](OCC)(OCC)OCC